ClC=1C(=NC=NC1)C1(CC1)C(=O)O 1-(5-chloropyrimidin-4-yl)cyclopropane-1-carboxylic acid